(E)-1-(4-Chlorophenyl)-3-(4-hydroxy-3-nitrophenyl)prop-2-en-1-one ClC1=CC=C(C=C1)C(\C=C\C1=CC(=C(C=C1)O)[N+](=O)[O-])=O